C(C)(C)N1N=CC(=C1)C=1C=C(C=CC1)N(C(=O)[C@@H]1CC[C@H](CC1)NC(OC(C)C)=O)C[C@@H]1CC[C@H](CC1)C1=CC(=C(C=C1)OC)C Isopropyl (trans-4-((3-(1-isopropyl-1H-pyrazol-4-yl)phenyl)((trans-4-(4-methoxy-3-methylphenyl)cyclohexyl)methyl)carbamoyl) cyclohexyl)carbamate